9-((1s,4s)-4-(aminomethyl)cyclohexyl)-N8-(3-chlorophenyl)-N2-(2,2-dimethyltetrahydro-2H-pyran-4-yl)-9H-purine-2,8-diamine NCC1CCC(CC1)N1C2=NC(=NC=C2N=C1NC1=CC(=CC=C1)Cl)NC1CC(OCC1)(C)C